NC1CC2(C1)CCN(CC2)C2=C(C=C(C=C2)NC2=NC=C(C(=N2)NC2=C(C=CC=C2)P(C)C)Cl)Cl (2-((2-((4-(2-amino-7-azaspiro[3.5]nonan-7-yl)-3-chlorophenyl)amino)-5-chloropyrimidin-4-yl)amino)phenyl)dimethylphosphine